CC1=NC=C(C(=C1)C1=CC=2N(C=C1)N=C(C2)NC2=NC(=CC=C2)C)OC[C@@H]2CNCCO2 5-[2-methyl-5-[[(2S)-morpholin-2-yl]methoxy]-4-pyridyl]-N-(6-methyl-2-pyridyl)pyrazolo[1,5-a]pyridin-2-amine